N-((3R,4S)-3-fluoro-1-methylpiperidin-4-yl)-2-iodo-3-((trifluoromethyl)thio)pyrazolo[1,5-a]pyridin-7-amine F[C@@H]1CN(CC[C@@H]1NC1=CC=CC=2N1N=C(C2SC(F)(F)F)I)C